N-(3-(N-(4-chlorophenyl)sulfamoyl)-4-methoxyphenyl)-5-phenyl-4H-1,2,4-triazole-3-carboxamide ClC1=CC=C(C=C1)NS(=O)(=O)C=1C=C(C=CC1OC)NC(=O)C1=NN=C(N1)C1=CC=CC=C1